5,6-bis(4-bromophenyl)-5,6-diazaspiro[2.4]heptane-4,7-dione BrC1=CC=C(C=C1)N1C(C2(CC2)C(N1C1=CC=C(C=C1)Br)=O)=O